3-[(4-bromophenyl)-difluoro-methyl]pyrrolidine-1-carboxylic acid tert-butyl ester C(C)(C)(C)OC(=O)N1CC(CC1)C(F)(F)C1=CC=C(C=C1)Br